[Se]1NC(C=C1)=O [1,2]Selenazol-3(2H)-one